3-(7-(6-methylpyridin-2-yl)-4-oxo-1-((3-(trifluoromethyl)phenyl)sulfonyl)-1,2-dihydroquinazolin-3(4H)-yl)-2,2-dimethylpropionic acid CC1=CC=CC(=N1)C1=CC=C2C(N(CN(C2=C1)S(=O)(=O)C1=CC(=CC=C1)C(F)(F)F)CC(C(=O)O)(C)C)=O